1-(4-(7-(2-fluorophenyl)-6-(trifluoromethyl)quinazolin-4-yl)piperazin-1-yl)prop-2-en-1-one FC1=C(C=CC=C1)C1=C(C=C2C(=NC=NC2=C1)N1CCN(CC1)C(C=C)=O)C(F)(F)F